2-(2-chlorophenyl)-N-(4-((4-fluoro-3-methoxyphenoxy)methyl)-3-sulfamylphenyl)acetamide ClC1=C(C=CC=C1)CC(=O)NC1=CC(=C(C=C1)COC1=CC(=C(C=C1)F)OC)S(N)(=O)=O